CN(CCC=1[C-](C=CC1)C(=O)N)C.[CH-]1C=CC=C1.[Fe+2] (2-(dimethylamino)ethyl)ferrocene-1-formamide